5-amino-1-methyl-N'-(2-methoxyphenyl)-1H-pyrazole-4-carboxylic acid hydrazide NC1=C(C=NN1C)C(=O)NNC1=C(C=CC=C1)OC